C1OCC12CC(C2)OC2=C(C=C(C=C2F)[C@H]2[C@@H](C2)C=2C=NC(=NC2)C2=NC=CC=N2)F trans-5-(2-(4-((2-Oxaspiro[3.3]heptan-6-yl)oxy)-3,5-difluorophenyl)cyclopropyl)-2,2'-bipyrimidine